N'-hydroxy-3-[2-(6-methoxy-1,3-benzothiazol-2-yl)-2-[(3-oxo-4H-1,4-benzoxazin-6-yl)sulfonylamino]ethyl]benzamidine ON=C(C1=CC(=CC=C1)CC(NS(=O)(=O)C=1C=CC2=C(NC(CO2)=O)C1)C=1SC2=C(N1)C=CC(=C2)OC)N